COC1=NC=C(C(=N1)OC)C=1C=CC=2N(N1)C=C(N2)C 6-(2,4-dimethoxypyrimidin-5-yl)-2-methylimidazo[1,2-b]pyridazine